C1=CC=CC2=CCCC=C12 6,7-dihydronaphthalene